1,2-bis(2-mercaptoethyl)thio-3-mercaptopropane SCCSCC(CS)SCCS